1-(4-(5-(3-amino-6-(4-(cyclopropylsulfonyl)phenyl)pyrazin-2-yl)isoxazol-3-yl)benzyl)guanidine dihydrochloride salt Cl.Cl.NC=1C(=NC(=CN1)C1=CC=C(C=C1)S(=O)(=O)C1CC1)C1=CC(=NO1)C1=CC=C(CNC(=N)N)C=C1